Z-4-bromo-1,1,2,3,4-pentafluorobut-1-ene BrC(C(C(=C(F)F)F)F)F